1-isopropyl-3-methyl-1,6-dihydro-2H-pyrrolo[3,4-d]Pyrimidine C(C)(C)N1CN(CC=2C1=CNC2)C